ClC1=CC(=CO1)CN1C2=C(C(C1=O)(C)C)SC(=C2)C(=O)OC methyl 4-((5-chlorofuran-3-yl) methyl)-6,6-dimethyl-5-oxo-5,6-dihydro-4H-thieno[3,2-b]pyrrole-2-carboxylate